9,10-Di-naphthalen-2-yl-Anthracene C1=C(C=CC2=CC=CC=C12)C=1C2=CC=CC=C2C(=C2C=CC=CC12)C1=CC2=CC=CC=C2C=C1